Tert-butyl N-[1-[3-[4-[1-(2,6-dioxo-3-piperidyl)-3-methyl-2-oxo-benzimidazol-5-yl]piperazin-1-yl]-3-oxo-propyl]-4-piperidyl]carbamate O=C1NC(CCC1N1C(N(C2=C1C=CC(=C2)N2CCN(CC2)C(CCN2CCC(CC2)NC(OC(C)(C)C)=O)=O)C)=O)=O